COC=1C=C(OC2=C3C(=NC=C2)C=CS3)C=C(C1)N1N=CC=C1 7-(3-methoxy-5-(1H-pyrazol-1-yl)phenoxy)thieno[3,2-b]pyridine